CC1=C(C(=CC=C1)OC(C)=O)OC(C)=O 1-methyl-2,3-diacetoxybenzene